F[P-](F)(F)(F)(F)F.N1(N=NC2=C1C=CC=C2)OC[N+](C)(C)N(C)C (1H-benzotriazole-1-yloxy)(dimethylamino)-N,N-dimethylmethylammonium hexafluorophosphate